tert-butyl (R)-3-((1-(4-(methoxycarbonyl)phenyl)cyclopropyl)carbamoyl)morpholine-4-carboxylate COC(=O)C1=CC=C(C=C1)C1(CC1)NC(=O)[C@@H]1N(CCOC1)C(=O)OC(C)(C)C